ClC(C(=O)O)=C L-2-chloroacrylic acid